3-amino-4-(7-fluoro-1H-indazol-4-yl)-6-spiro[3.3]heptan-2-yl-1H-1,7-phenanthrolin-2-one NC=1C(NC2=C3C=CC=NC3=C(C=C2C1C1=C2C=NNC2=C(C=C1)F)C1CC2(C1)CCC2)=O